(R)-4-amino-6-(3-((3-hydroxy-1-methyl-2-oxopyrrolidin-3-yl)ethynyl)benzeneYl)quinazoline-8-carbonitrile NC1=NC=NC2=C(C=C(C=C12)C1=CC(=CC=C1)C#C[C@]1(C(N(CC1)C)=O)O)C#N